C(C)(=O)OC1=CC(=CC=C1)CN1CC(CC1)NC(=O)C1=CN=C2N1N=C(C=C2)N2C(CC(C2)F)C2=CC(=CC(=C2)SC)F 3-{[3-{6-[4-fluoro-2-[3-fluoro-5-(methylsulfanyl)phenyl]pyrrolidin-1-yl]imidazo[1,2-b]pyridazine-3-amido}pyrrolidin-1-yl]methyl}phenyl acetate